7-Hydroxy-N-(3-(4-isobutoxy-5-methylpyridin-2-yl)-1H-pyrazol-4-yl)-7-(trifluoromethyl)-4-azaspiro[2.5]octane-4-carboxamide OC1(CCN(C2(CC2)C1)C(=O)NC=1C(=NNC1)C1=NC=C(C(=C1)OCC(C)C)C)C(F)(F)F